1-(1-methyl-1H-pyrazol-3-yl)ethan-1-one CN1N=C(C=C1)C(C)=O